3-[5-(3-{4-[6-amino-8-oxo-7-(4-phenoxyphenyl)purin-9-yl]-[1,4'-bipiperidin]-1'-yl}prop-1-yn-1-yl)-1-oxo-3H-isoindol-2-yl]piperidine-2,6-dione NC1=C2N(C(N(C2=NC=N1)C1CCN(CC1)C1CCN(CC1)CC#CC=1C=C2CN(C(C2=CC1)=O)C1C(NC(CC1)=O)=O)=O)C1=CC=C(C=C1)OC1=CC=CC=C1